O=C1N(CCC(N1)=O)C=1C=C(C(=NC1)N1CC2(C1)CCC(CC2)OC2=CC(=C(C=C2)N2N=CC(=C2)C(=O)O)C=2C=NN(C2)C)F 1-(4-((2-(5-(2,4-dioxotetrahydropyrimidin-1(2H)-yl)-3-fluoropyridin-2-yl)-2-azaspiro[3.5]nonan-7-yl)oxy)-2-(1-methyl-1H-pyrazol-4-yl)phenyl)-1H-pyrazole-4-carboxylic acid